C(CCCCCCCCCCC)OC[C@@H](OCCCCCCCCCCCC)CO 1,2-dilauryl-sn-glycerol